S(=O)(=O)(Cl)Cl SULFURYLCHLORID